piperazine-1,2-dicarboxylic acid 1-(tert-butyl) 2-methyl ester COC(=O)C1N(CCNC1)C(=O)OC(C)(C)C